BrC1=NN2C3CCC(OC2=C1C(=O)OCC)C3 Ethyl 4-bromo-7-oxa-2,3-diazatricyclo[6.2.1.02,6]undeca-3,5-diene-5-carboxylate